C1(CCC1)CN[C@H]1CN(CCC1)C=1N=NC(=CC1)C1(CC1)N1N=NC(=C1)C=1C=NC=C(C1)OC (R)-N-(cyclobutylmethyl)-1-(6-(1-(4-(5-methoxypyridin-3-yl)-1H-1,2,3-triazol-1-yl)cyclopropyl)pyridazin-3-yl)piperidin-3-amine